1,1,1,2,3,3,3-heptafluoropropane FC(C(C(F)(F)F)F)(F)F